C1N(CC2=CC=CC=C12)C1=NC2=C(C=C(C=C2C(N1C)=O)C)C(C)NC=1C(=NC=CC1)C(=O)O 3-((1-(2-(isoindolin-2-yl)-3,6-dimethyl-4-oxo-3,4-dihydroquinazolin-8-yl)ethyl)amino)picolinic acid